(3R)-N-(cyclopropylmethyl)-1-(6-(1-(5-(6-(pyrrolidin-1-yl)pyrazin-2-yl)-1,3,4-thiadiazol-2-yl)ethyl)pyridazin-3-yl)piperidin-3-amine C1(CC1)CN[C@H]1CN(CCC1)C=1N=NC(=CC1)C(C)C=1SC(=NN1)C1=NC(=CN=C1)N1CCCC1